(2-Methoxypyrimidin-5-yl)-1-((5-(trifluoromethyl)-1H-pyrazol-3-yl)methyl)-3-(3,5,6-trifluoropyridin-2-yl)urea COC1=NC=C(C=N1)N(C(=O)NC1=NC(=C(C=C1F)F)F)CC1=NNC(=C1)C(F)(F)F